5-((4-(((S)-2-hydroxy-1-phenylethyl)amino)-5-(5-methyl-1,3,4-oxadiazol-2-yl)pyridin-2-yl)amino)-3-methylbenzo[c][1,2]oxaborol-1(3H)-ol OC[C@H](C1=CC=CC=C1)NC1=CC(=NC=C1C=1OC(=NN1)C)NC1=CC2=C(B(OC2C)O)C=C1